6,7-dimethoxy-1-vinyl-1,2,3,4-tetrahydroisoquinoline COC=1C=C2CCNC(C2=CC1OC)C=C